C(C1=CC=CC=C1)(=O)NC1=NC2=C(N1CCC1=CC=C(C=C1)P(O)(O)=O)C=CC(=C2)C#N (4-(2-(2-benzoylamino-5-cyano-1H-benzo[d]imidazol-1-yl)ethyl)phenyl)phosphonic acid